F[C@@H](C(=O)OCC)ON1[C@@H]2C=C([C@H](N(C1=O)C2)C(NC2COC2)=O)C ethyl (2S)-2-fluoro-2-[[(2S,5R)-3-methyl-2-(oxetan-3-ylcarbamoyl)-7-oxo-1,6-diazabicyclo[3.2.1]oct-3-en-6-yl]oxy]acetate